BrC1=NN=C(N1)N1CCCC1 3-bromo-5-pyrrolidin-1-yl-4H-1,2,4-triazole